N'-dimethylaminopropanediamine CN(NC(CC)N)C